tert-butyl 4-[2-[1-[(4-methoxyphenyl)methyl]azetidin-3-yl]ethyl]piperidine-1-carboxylate COC1=CC=C(C=C1)CN1CC(C1)CCC1CCN(CC1)C(=O)OC(C)(C)C